C(#N)C(C(=O)NCCNC(C(=C)C)=O)=C1C2=CC=CC=C2N(C=2C=CC=CC12)C N-(2-(2-cyano-2-(10-methylacridin-9(10H)ylidene)acetamido)ethyl)-methacrylamide